C=C(C)C=1N=C2N(C=CC=C2)C1 (prop-1-en-2-yl)imidazo[1,2-a]pyridine